tert-butyl N-[(3R)-5-[(4-chlorophenyl)methyl]-8-fluoro-4-oxo-7-[5-[[1-(2,2,2-trifluoroethyl)-3-piperidyl]amino]-1,3,4-oxadiazol-2-yl]-2,3-dihydro-1,5-benzothiazepin-3-yl]carbamate ClC1=CC=C(C=C1)CN1C([C@H](CSC2=C1C=C(C(=C2)F)C=2OC(=NN2)NC2CN(CCC2)CC(F)(F)F)NC(OC(C)(C)C)=O)=O